CC=1C=C(C=NC1)NC1=NC=C2C(=N1)N(N(C2=O)CC=C)C2=NC(=CC=C2)OC2CCNCC2 6-[(5-methylpyridin-3-yl)amino]-1-[6-(piperidin-4-yloxy)pyridin-2-yl]-2-(prop-2-en-1-yl)-1H,2H,3H-pyrazolo[3,4-d]pyrimidin-3-one